C1(=CC=CC=C1)C=1C(=C(NC1)CC1=CC=CC=C1)C1=CC=CC=C1 diphenyl-benzyl-azole